4,5-Bis(4-chlorophenyl)-2-methyloxazole ClC1=CC=C(C=C1)C=1N=C(OC1C1=CC=C(C=C1)Cl)C